C(C)C(CC1=CC(=CC=C1)OCCN1CCC12COC2)N ethyl-2-{3-[2-(6-oxa-1-azaspiro[3.3]heptan-1-yl)ethoxy]phenyl}ethan-1-amine